BrC=1C=C2C(=NC1)CN(C2)C(=O)OC(C)(C)C tert-Butyl 3-bromo-5,7-dihydropyrrolo[3,4-b]pyridine-6-carboxylate